4,4'-Disulfanediyldipicolinonitrile S(SC1=CC(=NC=C1)C#N)C1=CC(=NC=C1)C#N